tert-Butyl 6-hydroxy-1-methyl-1,2-dihydro-3H-benzo[e]indole-3-carboxylate OC1=CC=CC=2C=3C(CN(C3C=CC21)C(=O)OC(C)(C)C)C